C(C1=CC=CC=C1)N1CCC(CC1)NC(=O)C(C(=O)O)C [(1-Benzylpiperidin-4-yl)carbamoyl]propanoic acid